ClC=1C2=C(C(N(C1)C=1C=C(C=CC1)C1(CC(C1)CC#N)C1=NN=CN1C)=O)NC(=C2)CN2C[C@H](CCC2)C 2-((1R,3S)-3-(3-(4-chloro-2-(((S)-3-methylpiperidin-1-yl)methyl)-7-oxo-1,7-dihydro-6H-pyrrolo[2,3-c]pyridin-6-yl)phenyl)-3-(4-methyl-4H-1,2,4-triazol-3-yl)cyclobutyl)acetonitrile